NCC(=O)OC(=O)C1=CC=NC2=CC=C(C=C12)N(C)CCCN1CCN(CC1)C(=O)OC(C)(C)C.[Li] Lithium (6-((3-(4-(tert-butoxycarbonyl) piperazin-1-yl) propyl) (methyl) amino) quinoline-4-carbonyl) glycinate